FC1=C(C(=C(C(=C1[B-](C1=C(C(=C(C(=C1F)F)F)F)F)(C1=C(C(=C(C(=C1F)F)F)F)F)C1=C(C(=C(C(=C1F)F)F)F)F)F)F)F)F.C(C)[NH+](CC)CC1=CC=CC=C1 N,N-diethylbenzylammonium tetrakis(pentafluorophenyl)borate